NC(CCN(NC([C@H](CC(C)(C)C)NC(=O)C1=NC=CN=C1)=O)C(=O)OC(C)(C)C)=O tert-butyl (S)-1-(3-amino-3-oxopropyl)-2-(4,4-dimethyl-2-(pyrazine-2-carboxamido)pentanoyl)hydrazine-1-carboxylate